N-cyclohexyl-N-methyl{8'-bromo-4'H-spiro[cyclopropane-1,5'-naphtho[2,1-d][1,2]oxazol]-3'-ylamino}sulfonamide C1(CCCCC1)N(S(=O)(=O)NC1=NOC2=C1CC1(C3=CC=C(C=C32)Br)CC1)C